(3R)-3-(3-chloro-4-methoxycarbonyl-phenoxy)piperidine-1-carboxylic acid tert-butyl ester C(C)(C)(C)OC(=O)N1C[C@@H](CCC1)OC1=CC(=C(C=C1)C(=O)OC)Cl